2-[(3-hydroxy-1-methoxyphenazin-2-yl)(methyl)amino]ethane-1-sulfonic acid OC=1C(=C(C2=NC3=CC=CC=C3N=C2C1)OC)N(CCS(=O)(=O)O)C